oxo-7'-(3-(trifluoromethoxy)phenyl)-1',4'-dihydro-2'H-spiro[pyrrolidine-3,3'-quinoline]-1-carbonitrile O=C1NC2=CC(=CC=C2CC12CN(CC2)C#N)C2=CC(=CC=C2)OC(F)(F)F